2-Methoxy-5-bromonicotinaldehyde COC1=C(C=O)C=C(C=N1)Br